FC(C(=O)O)(F)F.O1N=CN=C1 1,2,4-oxadiazole trifluoroacetate salt